6-((3-bromophenyl)amino)-5-nitronicotinic acid methyl ester COC(C1=CN=C(C(=C1)[N+](=O)[O-])NC1=CC(=CC=C1)Br)=O